(R)-3-(3-(2,5-difluoro-4-methyl-3-nitrophenyl)-1,2,4-oxadiazol-5-yl)piperidine-1-carboxylic acid methyl ester COC(=O)N1C[C@@H](CCC1)C1=NC(=NO1)C1=C(C(=C(C(=C1)F)C)[N+](=O)[O-])F